tert-butyl ((S)-5-((4-((1-(tert-butyl)-3-((1R,3S,4R)-3-((tert-butyldimethylsilyl)oxy)-4-fluorocyclopentyl)-1H-pyrazol-5-yl)amino)pyridin-2-yl)oxy)pentan-2-yl)carbamate C(C)(C)(C)N1N=C(C=C1NC1=CC(=NC=C1)OCCC[C@H](C)NC(OC(C)(C)C)=O)[C@@H]1C[C@@H]([C@@H](C1)F)O[Si](C)(C)C(C)(C)C